O=C1N(C=CC(=C1)C#N)CC#C 2-oxo-1-(prop-2-yn-1-yl)-1,2-dihydropyridine-4-carbonitrile